(((1s,4s)-4-(3-bromo-2-methylphenoxy)cyclohexyl)oxy)(tert-butyl)diphenylsilane BrC=1C(=C(OC2CCC(CC2)O[Si](C2=CC=CC=C2)(C2=CC=CC=C2)C(C)(C)C)C=CC1)C